2-(1-(2-fluoroethyl)-2-oxo-1,2-dihydropyridin-3-yl)pyrazolo[5,1-b]thiazole-7-carboxylic acid FCCN1C(C(=CC=C1)C1=CN2C(S1)=C(C=N2)C(=O)O)=O